O\N=C(/N)\C1=CC=C(C(=O)OC)C=C1 methyl (Z)-4-(N'-hydroxycarbamimidoyl)benzoate